chloro-(2-dicyclohexylphosphino-2',6'-diisopropoxy-1,1-biphenyl) ClC=1C(=C(C=CC1)C1=C(C=CC=C1OC(C)C)OC(C)C)P(C1CCCCC1)C1CCCCC1